CS(=O)(=O)C1=NC(=CC(=N1)C1=CC=C(C(=O)O)C=C1)C(F)(F)F 4-(2-(methylsulfonyl)-6-(trifluoromethyl)pyrimidin-4-yl)benzoic acid